O1[C@@H](COCC1)COC=1N2CCC3=C(C2=C(C(C1)=O)C)C=CC(=C3)C3CCOCC3 4-[[(2S)-1,4-dioxan-2-yl]methoxy]-1-methyl-9-tetrahydropyran-4-yl-6,7-dihydrobenzo[a]quinolizin-2-one